4-((tert-butyldimethylsilyloxy)butyl)-2-isopropylpyridin-3-amine [Si](C)(C)(C(C)(C)C)OCCCCC1=C(C(=NC=C1)C(C)C)N